N1(C=NC=C1)C1=CC=C(C=C1)C1C(=C(N=C2N1C(/C(/S2)=C/C2=CC=C(OCC(=O)O)C=C2)=O)C)C(=O)OC(C)C (Z)-2-(4-((5-(4-(1H-imidazol-1-yl)phenyl)-6-(isopropoxycarbonyl)-7-methyl-3-oxo-5H-thiazolo[3,2-a]pyrimidin-2(3H)-ylidene)methyl)phenoxy)acetic acid